BrC=1C=C(O[C@@H](C(=O)OC)C)C=C(C1)O methyl (R)-2-(3-bromo-5-hydroxyphenoxy)propanoate